C(#C)C=1C(=CC=C2C=C(C=C(C12)C1=C(C=2N=C(N=C(C2C=N1)N(C[C@@H]1NCCC1)C)N1CC2CCC(C1)N2C)F)C(F)(F)F)F 7-(8-ethynyl-7-fluoro-3-(trifluoromethyl)naphthalen-1-yl)-8-fluoro-N-methyl-2-(8-methyl-3,8-diazabicyclo[3.2.1]octan-3-yl)-N-(((R)-pyrrolidin-2-yl)methyl)pyrido[4,3-d]pyrimidin-4-amine